3-[2-(3-benzyloxycyclobutyl)ethoxy]azetidine-1-carboxylic acid tert-butyl ester C(C)(C)(C)OC(=O)N1CC(C1)OCCC1CC(C1)OCC1=CC=CC=C1